3-(1-(1-((2-cyclopropyl-4-(trifluoromethyl)phenyl)amino)-2-methyl-1-oxopropan-2-yl)-tert-butyl 4,6-dihydropyrrolo[3,4-c]pyrazol-5(1H)-yl)azetidine-1-carboxylate C1(CC1)C1=C(C=CC(=C1)C(F)(F)F)NC(C(C)(C)N1N=C(C2=C1CN(C2)C2CN(C2)C(=O)[O-])C(C)(C)C)=O